CN1C(=NN=C1)S[C@H](C)C=1C=C(C=CC1)NC(=O)C=1N=CC2=CC=C(C=C2C1)OCC(=O)NC (R)-N-(3-(1-(4-methyl-4H-1,2,4-triazol-3-ylthio)ethyl)phenyl)-6-(2-(methylamino)-2-oxoethoxy)isoquinoline-3-carboxamide